1-tridecyl-4-methylpiperazine C(CCCCCCCCCCCC)N1CCN(CC1)C